(1-((4-Fluorophenyl)amino)-1-oxopropan-2-yl)carbamic acid tert-butyl ester C(C)(C)(C)OC(NC(C(=O)NC1=CC=C(C=C1)F)C)=O